2-{[4-(4-butylphenyl)phenyl]ethynyl}-3-methylthieno[3,2-b]thiophene C(CCC)C1=CC=C(C=C1)C1=CC=C(C=C1)C#CC1=C(C2=C(S1)C=CS2)C